(S)-2-(5-cyclobutylpyridin-2-yl)-N-(3-(1-((2-ethyl-2H-pyrazolo[3,4-b]pyrazin-6-yl)amino)ethyl)-4-fluorophenyl)acetamide C1(CCC1)C=1C=CC(=NC1)CC(=O)NC1=CC(=C(C=C1)F)[C@H](C)NC=1C=NC=2C(N1)=NN(C2)CC